CN1CCC[C@H]2CN(CC[C@@H]12)C1=CC=C(C=C1)[C@@H]1N(C[C@H](CC1)C)C(=O)OC(C)(C)C tert-Butyl (2R,5S)-2-[4-[(4aS,8aR)-1-methyl-2,3,4,4a,5,7,8,8a-octahydro-1,6-naphthyridin-6-yl]phenyl]-5-methyl-piperidine-1-carboxylate